N-(1-(3,4-dichlorophenyl)-2-(dimethylamino)ethyl)-N'-methyl-4-(trifluoromethoxy)benzenesulfonimidamide hydrochloride Cl.ClC=1C=C(C=CC1Cl)C(CN(C)C)NS(=O)(=NC)C1=CC=C(C=C1)OC(F)(F)F